2,6-dicarboxyl-4-tert-butylphenol C(=O)(O)C1=C(C(=CC(=C1)C(C)(C)C)C(=O)O)O